C(C)(=O)N1C(C(C2=CC=C(C=C12)C(=O)OC)=C(C1=CC=CC=C1)OC)=O 1-acetyl-3-(1-methoxy-1-phenylmethylene)-6-methoxycarbonyl-2-oxindole